FC1=C(C(=O)NC2=CC(=NC(=C2)C)C(=O)N)C(=CC=C1C(F)(F)F)OC1=C(C=C(C=C1)OC(F)(F)F)OC 4-[[2-fluoro-6-[2-methoxy-4-(trifluoromethoxy)phenoxy]-3-(trifluoromethyl)benzoyl]amino]-6-methyl-pyridine-2-carboxamide